(1-(methoxycarbonyl)cyclopropyl)zinc(II) bromide [Br-].COC(=O)C1(CC1)[Zn+]